BrC1=C2C(=C3C(NC(=NC3=C1)OC[C@H]1N(CCC1)C)=O)OC=C2 (S)-4-bromo-7-((1-methylpyrrolidin-2-yl)methoxy)furo[2,3-f]quinazolin-9(8H)-one